ClC1=C(C(=CC=C1)C=C(F)F)C 1-chloro-3-(2,2-difluorovinyl)-2-methylbenzene